trans-4-((4-([1,1'-biphenyl]-3-yl)-5-fluoropyrimidin-2-yl)amino)cyclohexyl 4-((4-(3-(2,6-dioxopiperidin-3-yl)-1-methyl-1H-indazol-6-yl)piperazin-1-yl)methyl)piperidine-1-carboxylate O=C1NC(CCC1C1=NN(C2=CC(=CC=C12)N1CCN(CC1)CC1CCN(CC1)C(=O)O[C@@H]1CC[C@H](CC1)NC1=NC=C(C(=N1)C=1C=C(C=CC1)C1=CC=CC=C1)F)C)=O